C(C)(C)(C)OC(=O)N(C1=NN2C(CN(CCC2)C(=O)OC(C)(C)C)=C1O)C tert-butyl 2-[tert-butoxycarbonyl(methyl)amino]-3-hydroxy-4,6,7,8-tetrahydropyrazolo[1,5-a][1,4]diazepine-5-carboxylate